(S)-13-methyl-heptacosane C[C@@H](CCCCCCCCCCCC)CCCCCCCCCCCCCC